3-(3-Chloro-4-methylphenyl)-1,1-dimethylurea ClC=1C=C(C=CC1C)NC(N(C)C)=O